CC1([C@@H]([C@H](CCC1)C)CCC(CCC)O)C |r| 1-((1RS,6SR)-2,2,6-trimethylcyclohexyl)hexan-3-ol